5-(5-chloro-2-methoxy-phenyl)-N-(6-(4-cyanophenyl)thiazolo[4,5-b]pyrazin-2-yl)-1-methyl-2-oxo-1,2-dihydropyridine-4-carboxamide ClC=1C=CC(=C(C1)C=1C(=CC(N(C1)C)=O)C(=O)NC=1SC=2C(=NC=C(N2)C2=CC=C(C=C2)C#N)N1)OC